(R)-N-(2,5-dimethyl-4-(N-(1-(1-methylpiperidin-4-yl)ethyl)sulfamoyl)phenyl)-2-methylbenzamide CC1=C(C=C(C(=C1)S(N[C@H](C)C1CCN(CC1)C)(=O)=O)C)NC(C1=C(C=CC=C1)C)=O